4-(2,4-difluorophenoxy)piperidin-1-yl-N-methylpicolinamide FC1=C(OC2CCN(CC2)C=2C(=NC=CC2)C(=O)NC)C=CC(=C1)F